C1(NC2(CN3N=C4C=CC=CC4=C31)CC2)=O 2',4'-Dihydrospiro[cyclopropane-1,3'-pyrazino[1,2-b]indazol]-1'-one